O[C@]1(CN(CC1)C1=C(C=C(C=C1)C(F)(F)F)NC(=O)C=1OC(=CC1)C1=CC=NC=C1)C (R)-N-(2-(3-hydroxy-3-methylpyrrolidin-1-yl)-5-(trifluoromethyl)-phenyl)-5-(pyridin-4-yl)furan-2-carboxamide